NC1=NNC2=C(C=C(C=C12)C1=CC(=NC=C1)NC(C)=O)C#CC1=CC=CC=C1 N-(4-(3-amino-7-(phenylethynyl)-1H-indazol-5-yl)pyridin-2-yl)acetamide